N(=C=O)C(C(CCCCN=C=O)C)(C)C 1,6-Diisocyanatotrimethylhexan